FC(C(C)(O)C1=CN=C(S1)C1=NC(=NC=C1C(F)(F)F)N[C@@H]1[C@@H](CN(CC1)S(=O)(=O)C)C)F 1,1-difluoro-2-(2-(2-(((3R,4S)-3-methyl-1-(methylsulfonyl)piperidin-4-yl)amino)-5-(trifluoromethyl)pyrimidin-4-yl)thiazol-5-yl)propan-2-ol